5-(2-chloro-3-fluoro-phenyl)-3-[(1S)-1-methyl-2-methylsulfonyl-ethyl]-1-[2-oxo-2-[4-(2-oxo-4,5-dihydro-1H-1,3-benzodiazepin-3-yl)-1-piperidyl]ethyl]pyrimidine-2,4-dione ClC1=C(C=CC=C1F)C=1C(N(C(N(C1)CC(N1CCC(CC1)N1C(NC2=C(CC1)C=CC=C2)=O)=O)=O)[C@H](CS(=O)(=O)C)C)=O